tert-butyldimethyl-(3-(4-(methylthio)phenyl)propoxy)silane C(C)(C)(C)[Si](OCCCC1=CC=C(C=C1)SC)(C)C